N-((2S,4R)-1-((R)-10-((2-oxo-4-phenylpyridin-1(2H)-yl)methyl)-7-azaspiro[4.5]decane-7-carbonyl)-2-phenylpiperidin-4-yl)acetamide O=C1N(C=CC(=C1)C1=CC=CC=C1)C[C@@H]1CCN(CC12CCCC2)C(=O)N2[C@@H](C[C@@H](CC2)NC(C)=O)C2=CC=CC=C2